N-Furanylmethyl-2-(4-hydroxyphenyl)-3-(3,5-dihydroxyphenyl)-6-hydroxy-4-benzofurancarboxamide O1C(=CC=C1)CNC(=O)C=1C=C(C=C2C1C(=C(O2)C2=CC=C(C=C2)O)C2=CC(=CC(=C2)O)O)O